3,6-dimethyl-3,6-di(t-butyl-peroxy)octane CC(CC)(CCC(CC)(OOC(C)(C)C)C)OOC(C)(C)C